ethynylandrost-5-ene C(#C)C[C@@]12CCC[C@H]1[C@@H]1CC=C3CCCC[C@]3(C)[C@H]1CC2